tert-butyl 5-methyl-2-oxo-piperidine-1-carboxylate CC1CCC(N(C1)C(=O)OC(C)(C)C)=O